4-(3-aminophenyl)-N-(benzo[d][1,2]thiazepin-3-yl)benzamide NC=1C=C(C=CC1)C1=CC=C(C(=O)NS2N=CC3=C(C=C2)C=CC=C3)C=C1